(4-(2-methyl-5-(trifluoromethyl)phenyl)piperazin-1-yl)((1S,2R)-2-(3-(pentafluoro-λ6-sulfaneyl)phenyl)-cyclopropyl)methanone CC1=C(C=C(C=C1)C(F)(F)F)N1CCN(CC1)C(=O)[C@@H]1[C@@H](C1)C1=CC(=CC=C1)S(F)(F)(F)(F)F